OC1(C(=CC(=CC1C(=O)[O-])O)C1=CC=CC=C1)C(=O)[O-] 2,5-dihydroxybiphenyl-dicarboxylate